bromo-7-((4-chloro-2-fluorobenzyl)oxy)naphthalene BrC1=CC=CC2=CC=C(C=C12)OCC1=C(C=C(C=C1)Cl)F